BrC1=C(C2=C(CN3[C@@H](CO2)CN(CC3)C(=O)OC(C)(C)C)N=C1C#C[Si](C)(C)C)Cl tert-butyl (6aR)-3-bromo-4-chloro-2-[(trimethylsilyl)ethynyl]-6a,7,9,10-tetrahydro-12H-pyrazino[2,1-c]pyrido[2,3-f][1,4]oxazepine-8(6H)-carboxylate